ClC1=CC=C(C=C1)C=1N=C2N(C=CC=N2)C1 2-(4-Chlorophenyl)imidazo[1,2-a]pyrimidine